(6-(((Tert-butyldiphenylsilyl)oxy)methyl)-1,4-dioxan-2-yl)methanol [Si](C1=CC=CC=C1)(C1=CC=CC=C1)(C(C)(C)C)OCC1COCC(O1)CO